C(C)NC(N(C)C1=CC2=C(C3=C(S2)C=C(C=C3)S(=O)(=O)N[C@H](C(=O)O)C(C)C)C=C1)=O (S)-2-(7-(3-ethyl-1-methylureido)dibenzo[b,d]thiophene-3-sulfonamido)-3-methyl-butanoic acid